methyl-3-(4-nitrobenzamido)-5,6-dihydropyrrolo[3,4-c]pyrazole-1(4H)-carboxylate COC(=O)N1N=C(C2=C1CNC2)NC(C2=CC=C(C=C2)[N+](=O)[O-])=O